2,2,2-Trifluoroethyl 2-((3H-imidazo[4,5-c]pyridine-7-carboxamido)methyl)-5-chlorobenzofuran-7-carboxylate N1=CNC=2C=NC=C(C21)C(=O)NCC=2OC1=C(C2)C=C(C=C1C(=O)OCC(F)(F)F)Cl